tris(2,4-ditertbutylphenyl) phosphite P(OC1=C(C=C(C=C1)C(C)(C)C)C(C)(C)C)(OC1=C(C=C(C=C1)C(C)(C)C)C(C)(C)C)OC1=C(C=C(C=C1)C(C)(C)C)C(C)(C)C